C(C(C)C)[Si](CC(C)C)(CC(C)C)OCCCC1=CC=CC=C1 3-phenylpropyl triisobutyl-silyl ether